BrC=1C=C(C2=C(N(N=N2)C)C1)C(=O)OC methyl 6-bromo-1-methyl-1H-benzo[d][1,2,3]triazole-4-carboxylate